2-(azidomethyl)-5-methylpyridine N(=[N+]=[N-])CC1=NC=C(C=C1)C